N-[(1S)-2-[4-(2,4-dimethylpyrazol-3-yl)anilino]-1-[(1R)-7-[2-[(1R,4R)-2-oxa-5-azabicyclo[2.2.1]heptan-5-yl]-4-pyridyl]tetralin-1-yl]-2-oxo-ethyl]-1-fluoro-cyclopropanecarboxamide CN1N=CC(=C1C1=CC=C(NC([C@H]([C@@H]2CCCC3=CC=C(C=C23)C2=CC(=NC=C2)N2[C@H]3CO[C@@H](C2)C3)NC(=O)C3(CC3)F)=O)C=C1)C